7-Chloro-9-hydroxy-3-propyl-4H-pyrido[1,2-a]pyrimidin-4-one ClC=1C=C(C=2N(C(C(=CN2)CCC)=O)C1)O